10-(1-(2,6-dioxopiperidin-3-yl)-3-methyl-2-oxo-2,3-dihydro-1H-benzo[d]imidazol-4-yl)dec-9-ynal O=C1NC(CCC1N1C(N(C2=C1C=CC=C2C#CCCCCCCCC=O)C)=O)=O